BrC1=NN(C(C2=CC=C(C(=C12)F)C1CC1)=O)CC(=O)OC methyl 2-(4-bromo-6-cyclopropyl-5-fluoro-1-oxophthalazin-2(1H)-yl)acetate